5-Isoquinolinesulfonic acid, 4-[{2S}-2-[(5-isoquinolinylsulfonyl)methylamino]-3-oxo-3-{4-phenyl-1-piperazinyl}propyl]phenyl ester C1=NC=CC=2C(=CC=CC12)S(=O)(=O)OC1=CC=C(C=C1)C[C@@H](C(N1CCN(CC1)C1=CC=CC=C1)=O)NCS(=O)(=O)C1=C2C=CN=CC2=CC=C1